N-(5-(2-(((1r,4r)-4-(dimethylamino)cyclohexyl)amino)-8-isopropyl-7-oxo-7,8-dihydropteridin-6-yl)-6-methylpyridin-2-yl)-3,3-difluorobutane-1-sulfonamide CN(C1CCC(CC1)NC1=NC=2N(C(C(=NC2C=N1)C=1C=CC(=NC1C)NS(=O)(=O)CCC(C)(F)F)=O)C(C)C)C